diethylsulfone C(C)S(=O)(=O)CC